2-(3,6-dihydro-2H-pyran-4-yl)-1H-pyrrole O1CCC(=CC1)C=1NC=CC1